benzyl N-[[2-methyl-4-(4,4,5,5-tetramethyl-1,3,2-dioxaborolan-2-yl)phenyl]methyl]carbamate CC1=C(C=CC(=C1)B1OC(C(O1)(C)C)(C)C)CNC(OCC1=CC=CC=C1)=O